3-(5-bromo-2-oxo-benzo[c]indol-1-yl)piperidine-2,6-dione BrN1C=C2C3(C(C(CC=C13)=O)C1C(NC(CC1)=O)=O)C=CC=C2